trans-rac-2,2-dichloro-3-(3-chloro-4-fluorophenyl)cyclopropane-1-carboxylic acid ClC1([C@H]([C@@H]1C1=CC(=C(C=C1)F)Cl)C(=O)O)Cl |r|